1-((1R,2s,3S,5s,7s)-5-hydroxyadamantan-2-yl)-3-isopropyl-3,7-dihydro-4H-pyrrolo[3',2':5,6]pyrido[3,4-d][1,2,3]diazaborinin-4-ol OC12C[C@H]3C([C@H](CC(C1)C3)C2)C=2C3=C(B(N(N2)C(C)C)O)C=NC2=C3C=CN2